(2S)-2-[4-chloro-2-(4-ethoxy-4,5-dihydroisoxazol-3-yl)phenoxy]-3-cyclopropylpropionic acid tert-butyl ester C(C)(C)(C)OC([C@H](CC1CC1)OC1=C(C=C(C=C1)Cl)C1=NOCC1OCC)=O